ClC1=C(C=CC=2C3=C(N(C12)CC1COC1)CCN([C@@H]3C)C(=O)C3=NC=C(C=N3)OC)Cl (R)-(6,7-dichloro-1-methyl-5-(oxetan-3-ylmethyl)-1,3,4,5-tetrahydro-2H-pyrido[4,3-b]indol-2-yl)(5-methoxypyrimidin-2-yl)methanone